N-(2-ethoxycarbonyl)ethyl-3-aminopropyltrimethoxysilane CCOC(=O)CCNCCC[Si](OC)(OC)OC